(2-(methoxycarbonyl)furan-3-yl)boronic acid COC(=O)C=1OC=CC1B(O)O